FC1=C(C(=O)NC=2C=NC(=CC2)N2CCN(CC2)C2=NC=CC=C2)C=CC(=C1)C 2-Fluoro-4-methyl-N-[6-[4-(2-pyridyl)piperazin-1-yl]-3-pyridyl]benzamid